4-Bromo-2-{2-([2-{[(tert-butyldimethylsilyl)oxy]methyl}-3-chlorophenyl]amino)-2-oxoethyl}-6-fluorobenzoic acid BrC1=CC(=C(C(=O)O)C(=C1)F)CC(=O)NC1=C(C(=CC=C1)Cl)CO[Si](C)(C)C(C)(C)C